N[C@@H](CN(C1=CC=CC=C1)C)C (R)-2-amino-N-methyl-N-phenylpropylamine